chloromethyl 2-([[(tert-butoxy)carbonyl](methyl)amino]methyl)benzoate C(C)(C)(C)OC(=O)N(C)CC1=C(C(=O)OCCl)C=CC=C1